5-(8-((1S,2S)-2-(4-methyl-1-(2,2,2-trifluoroethyl)-1H-indazol-6-yl)cyclopropyl)imidazo[1,2-b]pyridazin-6-yl)pyrimidine-2,4(1H,3H)-dione CC1=C2C=NN(C2=CC(=C1)[C@@H]1[C@H](C1)C=1C=2N(N=C(C1)C=1C(NC(NC1)=O)=O)C=CN2)CC(F)(F)F